(3-chloropyridyl)palladium ClC=1C(=NC=CC1)[Pd]